xylotriose C1[C@H]([C@@H]([C@H]([C@@H](O1)O[C@@H]2CO[C@H]([C@@H]([C@H]2O)O)O[C@@H]3COC([C@@H]([C@H]3O)O)O)O)O)O